C(C)C1(OCC2=C1N=C(N=C2)C(=O)O)C 7-Ethyl-7-methyl-5,7-dihydrofuro[3,4-d]pyrimidine-2-carboxylic acid